5-chloro-4-methyl-2-(tetrahydro-2H-pyran-2-yl)pyridazin-3(2H)-one ClC1=C(C(N(N=C1)C1OCCCC1)=O)C